rac-(3R,4R)-4-amino-1-cyclopropylmethyl-piperidine-3-carboxylic acid (1-pyrimidin-2-yl-cyclopropyl)-amide dihydrochloride Cl.Cl.N1=C(N=CC=C1)C1(CC1)NC(=O)[C@@H]1CN(CC[C@H]1N)CC1CC1 |r|